N-(5-(2-(((1s,4s)-4-aminocyclohexyl)amino)-8-methylquinazolin-6-yl)-6-methoxypyridin-2-yl)-2-chlorobenzenesulfonamide NC1CCC(CC1)NC1=NC2=C(C=C(C=C2C=N1)C=1C=CC(=NC1OC)NS(=O)(=O)C1=C(C=CC=C1)Cl)C